BrCC=1C=C2C=C(NC2=C(C1)[N+](=O)[O-])C1=CC=CC=C1 5-(bromomethyl)-7-nitro-2-phenyl-1H-indole